2-((tert-butoxycarbonyl)(methyl)amino)-3-(5-((tert-butoxycarbonyl)oxy)pyridin-3-yl)propanoic acid C(C)(C)(C)OC(=O)N(C(C(=O)O)CC=1C=NC=C(C1)OC(=O)OC(C)(C)C)C